CN1CCN(CC1)C1CC(NCC1)=O 4-(4-methylpiperazin-1-yl)piperidin-2-one